C(C=C)(=O)OC(CCCOC(C=C)=O)O hydroxytetramethylene glycol diacrylate